2-(3-(3-((S)-fluoro(4-methyl-4H-1,2,4-triazol-3-yl)methyl)oxetan-3-yl)phenyl)-6-(((S)-2-isopropylpiperazin-1-yl)methyl)-4-(trifluoromethyl)isoindolin-1-one F[C@@H](C1(COC1)C=1C=C(C=CC1)N1C(C2=CC(=CC(=C2C1)C(F)(F)F)CN1[C@H](CNCC1)C(C)C)=O)C1=NN=CN1C